C(C1=CC=CC=C1)OCCOCC(C(=O)OC(C)(C)C)(C)C Tert-Butyl 3-[2-(benzyloxy)ethoxy]-2,2-dimethylpropanoate